C(C)C1=NC=C(N=C1C)C 2-Ethyl-3,5-dimethyl-Pyrazine